CC1(C(C1)C1=C(C=CC=C1)F)O 1-methyl-2-(2-fluorophenyl)cyclopropyl alcohol